1-(3-((1-methyl-6-((5-methylthiazol-2-yl)amino)-1H-pyrrolo[3,2-c]pyridin-4-yl)oxy)pyrrolidin-1-yl)prop-2-en-1-one CN1C=CC=2C(=NC(=CC21)NC=2SC(=CN2)C)OC2CN(CC2)C(C=C)=O